tert-Butyl (4-(5-chloro-3-((3R,4S)-3-(dimethylamino)-4-hydroxypyrrolidin-1-yl)-7,9-dihydrofuro[3,4-f]quinazolin-6-yl)-3-cyano-7-fluorothieno[3,2-c]pyridin-2-yl)carbamate ClC1=C(C2=C(C=3C=NC(=NC13)N1C[C@H]([C@H](C1)O)N(C)C)COC2)C2=NC=C(C1=C2C(=C(S1)NC(OC(C)(C)C)=O)C#N)F